(S)-2-(4-chloro-2-ethynyl-5-fluorophenoxy)propionic acid ClC1=CC(=C(O[C@H](C(=O)O)C)C=C1F)C#C